R-4-propyl-dihydrofuran C(CC)C=1CCOC1